Cl.ClC1=CC=C2C(=CC(OC2=C1)=O)N[C@@H](C[C@@H]1CC[C@H](CC1)C1=CC=NC2=CC=C(C=C12)F)C 7-chloro-4-(((R)-1-((trans)-4-(6-fluoroquinolin-4-yl)cyclohexyl)propan-2-yl)amino)-2H-chromen-2-one hydrochloride